4-fluoro-1-oxoisoindolin FC1=C2CNC(C2=CC=C1)=O